(2S,6S)-6-((tert-Butoxycarbonyl)amino)-4-hydroxy-2-methylazepan-1-carboxylic acid benzyl ester C(C1=CC=CC=C1)OC(=O)N1[C@H](CC(C[C@@H](C1)NC(=O)OC(C)(C)C)O)C